C1(=CC=CC=C1)C1=C(C2=CC=CC=C2C(=C1)N)N 2-Phenylnaphthalene-1,4-diamine